6-(2-amino-5-bromo-6-fluoropyridin-3-yl)-4-fluoroisoquinolin NC1=NC(=C(C=C1C=1C=C2C(=CN=CC2=CC1)F)Br)F